C(C)OC(=O)C1=NN(C=2CC(CC(C12)CC)(C)COC)C1OCC1 6-(methoxymethyl)-6-methylethyl-1-(oxetan-2-yl)-5,7-dihydro-4H-indazole-3-carboxylic acid ethyl ester